NC1=CC=C(C=C1)N1CCN(CC1)C1CC(C1)COC1=CC(=C2C(NC(=NC2=C1)CSC1CCN(CC1)CC(F)(F)F)=O)F 7-(((1r,3r)-3-(4-(4-aminophenyl)piperazin-1-yl)cyclobutyl)methoxy)-5-fluoro-2-(((1-(2,2,2-trifluoroethyl)piperidin-4-yl)thio)methyl)quinazolin-4(3H)-one